FC=1C=C(C=C(C1F)C=C)NC(C1=CC=CC=C1)=O N-(3,4-difluoro-5-vinylphenyl)benzamide